P(O)(O)O.C(C)(C)(C)C1=C(C(=CC(=C1)COC(C1=CC=CC=C1)=O)C(C)(C)C)O.C(C)(C)(C)C1=C(C(=CC(=C1)COC(C1=CC=CC=C1)=O)C(C)(C)C)O.C(C)(C)(C)C1=C(C(=CC(=C1)COC(C1=CC=CC=C1)=O)C(C)(C)C)O tris(2,6-di-tert-butyl-4-(benzoyloxymethyl)phenol) phosphite